5-chloro-4-(3-(dimethylamino)pyrrolidin-1-yl)-2-fluoro-N-(thiazol-2-yl)benzenesulfonamide ClC=1C(=CC(=C(C1)S(=O)(=O)NC=1SC=CN1)F)N1CC(CC1)N(C)C